(S)-N-(2-(1-methyl-1H-indazol-3-yl)propan-2-yl)-2-(1-methylpyrrolidin-2-yl)acetamide CN1N=C(C2=CC=CC=C12)C(C)(C)NC(C[C@H]1N(CCC1)C)=O